(8-(5-((14-amino-3,6,9,12-tetraoxatetradecyl)amino)pyridin-3-yl)-1-(3,5-dichlorophenyl)-7-methoxy-1,4-dihydrochromeno[4,3-c]pyrazol-3-yl)(3,3-dimethylmorpholino)methanone NCCOCCOCCOCCOCCNC=1C=C(C=NC1)C1=CC2=C(C=C1OC)OCC1=C2N(N=C1C(=O)N1C(COCC1)(C)C)C1=CC(=CC(=C1)Cl)Cl